L-2-morpholinoethanesulfonic acid-hydrate O.O1CCN(CC1)CCS(=O)(=O)O